6-aminopyridin-3-yl-boric acid NC1=CC=C(C=N1)OB(O)O